ClC1=NC(=C(C=C1S(=O)(=O)N)C)C 2-chloro-5,6-dimethylpyridine-3-sulfonamide